C(C)C1=C(NC2=CC=C(C=C12)C1CCN(CC1)C1CCN(CC1)C(C)C)C=1C=C2C(=NC1)C=NN2 6-(3-ethyl-5-(1'-isopropyl-[1,4'-bipiperidin]-4-yl)-1H-indol-2-yl)-1H-pyrazolo[4,3-b]pyridine